COC(=O)N1C[C@@H](OCC1)CC1=C(N=C2N1C=CC(=C2)C)C2=C(C=C(C=C2F)N2N=NC=C2)F (S)-2-((2-(2,6-difluoro-4-(1H-1,2,3-triazol-1-yl)phenyl)-7-methylimidazo[1,2-a]pyridin-3-yl)methyl)morpholine-4-carboxylic acid methyl ester